3-(8-Aminoimidazo[1,2-a]pyrazin-3-yl)-N-(3-hydroxypropyl)-4-methylbenzenesulfonamide NC=1C=2N(C=CN1)C(=CN2)C=2C=C(C=CC2C)S(=O)(=O)NCCCO